F\C=C/C=1C(=NON1)C(=O)O (Z)-4-(2-fluorovinyl)-1,2,5-oxadiazole-3-carboxylic acid